N1-((3-(4,4-bis(ethoxymethyl)cyclohexyl)-6,7-dihydro-4H-pyrazolo[5,1-c][1,4]oxazin-2-yl)methyl)-N1,N2-dimethylethane-1,2-diamine C(C)OCC1(CCC(CC1)C=1C(=NN2C1COCC2)CN(CCNC)C)COCC